Trityl-serine methyl ester COC([C@@H](NC(C1=CC=CC=C1)(C1=CC=CC=C1)C1=CC=CC=C1)CO)=O